2-(4-(4-chloro-3-(trifluoromethyl)phenyl)piperazin-1-yl)pyrimidin-4-amine ClC1=C(C=C(C=C1)N1CCN(CC1)C1=NC=CC(=N1)N)C(F)(F)F